C1=NC=CC=2NC=3C=C(C=CC3C21)C=2C=CC(=NC2)C#CCOCCN2CCN(CC2)C(=O)OC(C)(C)C tert-butyl 4-(2-(3-(5-(5H-pyrido[4,3-b]indol-7-yl)pyridin-2-yl)prop-2-ynyloxy)ethyl)piperazine-1-carboxylate